N-((2S)-4-methyl-1-(((4S,7R)-7-methyl-3-oxo-1-(pyridin-2-ylsulfonyl)azepan-4-yl)amino)-1-oxopentan-2-yl)benzofuran-2-carboxamide CC(C[C@@H](C(=O)N[C@@H]1C(CN([C@@H](CC1)C)S(=O)(=O)C1=NC=CC=C1)=O)NC(=O)C=1OC2=C(C1)C=CC=C2)C